CC1(CCC(CC1)N(C(C(C)(C)C)=O)C1CC(NC1)C(=O)[O-])C 4-(N-(4,4-dimethylcyclohexyl)pivalamido)pyrrolidine-2-carboxylate